C(C)(C)(C)N(C(O)=O)CC1=CC=C(C=C1)C=1C=2N(C=C(N1)N(C)C)N=CC2.CN(C=2N=C(C=1N(C2)N=CC1)C1=CC=C(CNC(OC(C)(C)C)=O)C=C1)C tert-butyl (4-(6-(dimethylamino)pyrazolo[1,5-a]pyrazin-4-yl)benzyl)carbamate Tert-butyl-(4-(6-(dimethylamino)pyrazolo[1,5-a]pyrazin-4-yl)benzyl)carbamate